C1(CCCCC1)CNC(=O)C(C(C)N(C=O)CC1CCN(CC1)C(=O)OC(C)(C)C)O Tert-Butyl 4-[(N-{1-[(cyclohexylmethyl)carbamoyl]-1-hydroxypropan-2-yl}formamido)-methyl]piperidine-1-carboxylate